2-(3-(ethylamino)-5-((1s,3s)-3-methyl-1-(4-methyl-4H-1,2,4-triazol-3-yl)cyclobutyl)phenyl)-6-(((1-methylcyclobutyl)amino)methyl)-4-(trifluoromethyl)isoindolin-1-one C(C)NC=1C=C(C=C(C1)C1(CC(C1)C)C1=NN=CN1C)N1C(C2=CC(=CC(=C2C1)C(F)(F)F)CNC1(CCC1)C)=O